C(C)(C)(C)OC(=O)N1CCC(CC1)C#CC=1SC(=CN1)Br 4-((5-Bromothiazol-2-yl)ethynyl)piperidine-1-carboxylic acid tert-butyl ester